(S)-6-(1-(cyclopropylmethyl)-1H-pyrazol-4-yl)-N-(5-(3-methyl-4-(oxetan-3-yl)piperazin-1-yl)-2-(trifluoromethyl)pyridin-3-yl)picolinamide C1(CC1)CN1N=CC(=C1)C1=CC=CC(=N1)C(=O)NC=1C(=NC=C(C1)N1C[C@@H](N(CC1)C1COC1)C)C(F)(F)F